N-(N,N-dimethyl-2-aminocyclohepta[b]benzofur-9-yl)-3-chlorobenzenesulfonamide CN(C1=CC=C2C(=C3C(O2)=CC=CC(=C3)NS(=O)(=O)C3=CC(=CC=C3)Cl)C1)C